dodecylamine phosphite P(O)(O)O.C(CCCCCCCCCCC)N